2-(S)-hydroxymethylmorpholine-N-carboxylic acid tert-butyl ester C(C)(C)(C)OC(=O)N1C[C@H](OCC1)CO